5-(4'-((tetrahydro-2H-pyran-2-yl)oxy)-[1,1'-biphenyl]-3-yl)pent-4-yn-1-ol tert-butyl-2-(2-((5-bromo-1-methyl-1H-furo[2,3-g]indazol-3-yl)methoxy)phenyl)acetate C(C)(C)(C)C(C(=O)OCCCC#CC=1C=C(C=CC1)C1=CC=C(C=C1)OC1OCCCC1)C1=C(C=CC=C1)OCC1=NN(C2=C3C(=C(C=C12)Br)OC=C3)C